(S)-1-(3-(4-((3,4-dichloro-2-fluorophenyl)amino)pyrido[3,4-d]pyrimidin-6-yl)piperidin-1-yl)prop-2-en-1-one ClC=1C(=C(C=CC1Cl)NC=1C2=C(N=CN1)C=NC(=C2)[C@@H]2CN(CCC2)C(C=C)=O)F